6-tert-butoxycarbonyl-2-naphthoic acid C(C)(C)(C)OC(=O)C=1C=C2C=CC(=CC2=CC1)C(=O)O